C1(=CC=CC=C1)NN=CC1=CC=C(C=C1)C1=CC=CC=C1 4-phenylbenzaldehyde phenylhydrazone